2,4-Dimethoxycoumaric acid COC1=C(/C=C/C(=O)O)C=CC(C1)(O)OC